2-chloro-4-((trans-4-cyanocyclohexyl)amino)pyrimidine ClC1=NC=CC(=N1)N[C@@H]1CC[C@H](CC1)C#N